ClC=1C=C(CCN2C[C@H](OCCC2)COC2=CC=C(C=C2)N(S(=O)(=O)C)C)C=CC1 (S)-N-(4-((4-(3-chlorophenethyl)-1,4-oxazepan-2-yl)methoxy)phenyl)-N-methylmethanesulfonamide